ClC1(C(C=C(C=C1OC)N(C(C)=O)C1=CC2=C(OCCO2)C=C1)OC)OC 4-chloro-N-(2,3-dihydrobenzo[b][1,4]dioxin-6-yl)-N-(3,4,5-trimethoxyphenyl)acetamide